N,N,4,5-tetramethyl-1-naphthalenamine CN(C1=CC=C(C2=C(C=CC=C12)C)C)C